azetidin-1-yl{8-[(2,6-dimethylbenzyl)amino]-2,3-dimethylimidazo[1,2-a]pyridine-6-yl}methanone citrate salt C(CC(O)(C(=O)O)CC(=O)O)(=O)O.N1(CCC1)C(=O)C=1C=C(C=2N(C1)C(=C(N2)C)C)NCC2=C(C=CC=C2C)C